OC(CC)CO 3,4-dihydroxybutan